N-(4-(4-amino-5-(4-cyclobutoxy-3-fluorophenyl)pyrazolo[5,1-f][1,2,4]triazin-6-yl)phenyl)acrylamide NC1=NC=NN2C1=C(C(=N2)C2=CC=C(C=C2)NC(C=C)=O)C2=CC(=C(C=C2)OC2CCC2)F